CC(C(O)O)(CC(CC)C)C 2,2,4-trimethyl-hexanediol